C(C)OC(C(C(O)[C@@H]1OC(OC1)(C)C)(F)C)=O 3-((R)-2,2-dimethyl-1,3-dioxolanyl)-3-hydroxy-2-methyl-2-fluoropropionic acid ethyl ester